N1=CN=C(C2=C1NC=C2)C=2C=CC(=NC2)N2CC1N(C(C2)C1)C=1SC=C(C1)C 3-(5-(7H-pyrrolo[2,3-d]pyrimidin-4-yl)pyridin-2-yl)-6-(4-methylthiophene-2-yl)-3,6-diazabicyclo[3.1.1]heptane